N,N'-((Ethane-1,2-diylbis(oxy))bis(ethane-2,1-diyl))bis(3-(2-(2,6-dioxopiperidin-3-yl)-1-oxoisoindolin-4-yl)propanamide) C(COCCNC(CCC1=C2CN(C(C2=CC=C1)=O)C1C(NC(CC1)=O)=O)=O)OCCNC(CCC1=C2CN(C(C2=CC=C1)=O)C1C(NC(CC1)=O)=O)=O